tert-Butyl N-[3-[3-(3-nitrophenyl)phenoxy]propyl]carbamate [N+](=O)([O-])C=1C=C(C=CC1)C=1C=C(OCCCNC(OC(C)(C)C)=O)C=CC1